1-bromo-1,1-difluoroethane BrC(C)(F)F